C1(CCC1)C1=CC=C2C(=C(C(=NC2=C1)OC)C(=O)OCC)C ethyl 7-cyclobutyl-2-methoxy-4-methylquinoline-3-carboxylate